C(C)(=O)C=1C(=NC(=C(C1)C)N)C(=O)O 3-ACETYL-6-AMINO-5-METHYLPICOLINIC ACID